C(C1=CC=CC=C1)OC1=NC(=CC=C1N1CCOC2=C1C=CC(=C2)[N+](=O)[O-])OCC2=CC=CC=C2 4-(2,6-dibenzyloxy-3-pyridyl)-7-nitro-2,3-dihydro-1,4-benzoxazine